C(C)(C)(C)OC(=O)N1CCNCC1.O=C1NC(CCC1N1C(C2=CC=C(C=C2C1=O)N1CCN(CC1)C(=O)OC(C)(C)C)=O)=O tert-Butyl 4-(2-(2,6-dioxopiperidin-3-yl)-1,3-dioxoisoindolin-5-yl)piperazine-1-carboxylate tert-Butyl-piperazine-1-carboxylate